C(CCC)C1(CCCCC1)CCCC Dibutylcyclohexane